tert-Butyl N-[(2E)-4-{[4-carbamoyl-2-nitro-6-(3-{[tris(propan-2-yl)silyl]oxy}propoxy)phenyl]amino}but-2-en-1-yl]carbamate C(N)(=O)C1=CC(=C(C(=C1)OCCCO[Si](C(C)C)(C(C)C)C(C)C)NC/C=C/CNC(OC(C)(C)C)=O)[N+](=O)[O-]